3-Amino-N-(2-(1-(4-((6-amino-2-butoxy-8-oxo-7,8-dihydro-9H-purin-9-yl)methyl)benzyl)piperidin-4-yl)ethyl)benzamide NC=1C=C(C(=O)NCCC2CCN(CC2)CC2=CC=C(C=C2)CN2C3=NC(=NC(=C3NC2=O)N)OCCCC)C=CC1